N-(1-cyclobutyl-6-(4-fluorophenyl)-1H-indol-2-yl)-3,3-dimethylbutyramide C1(CCC1)N1C(=CC2=CC=C(C=C12)C1=CC=C(C=C1)F)NC(CC(C)(C)C)=O